NC(CN1CCNCC1)=O 4-(2-amino-2-oxoethyl)piperazin